2-[1-(2-Naphthylmethyl)pyrazol-4-yl]-5-propyl-3H-imidazo[2,1-b]purin-4-on C1=C(C=CC2=CC=CC=C12)CN1N=CC(=C1)C1=NC=2N3C(N(C(C2N1)=O)CCC)=NC=C3